4-[2-Benzyloxycarbonyl-1-(benzyloxycarbonyl-sulfamoyl)pyrrol-3-yl]piperidine-1-carboxylic acid tert-butyl ester sodium salt [Na].C(C)(C)(C)OC(=O)N1CCC(CC1)C1=C(N(C=C1)S(NC(=O)OCC1=CC=CC=C1)(=O)=O)C(=O)OCC1=CC=CC=C1